1-palmitoleoyl-2-myristoyl-sn-glycero-3-phosphoethanolamine C(CCCCCCC\C=C/CCCCCC)(=O)OC[C@@H](OC(CCCCCCCCCCCCC)=O)COP(=O)(O)OCCN